3-((2-methoxyphenoxy)methyl)piperidine-1-carboxylic acid tert-butyl ester C(C)(C)(C)OC(=O)N1CC(CCC1)COC1=C(C=CC=C1)OC